N-(4-cyano-2-fluoro-phenyl)-5-[2-(methoxymethyl)phenyl]-1H-pyrrole-3-sulfonamide C(#N)C1=CC(=C(C=C1)NS(=O)(=O)C1=CNC(=C1)C1=C(C=CC=C1)COC)F